N-benzyl-2-(3-(dimethylamino)-2,5-dioxopyrrolidin-1-yl)propanamide C(C1=CC=CC=C1)NC(C(C)N1C(C(CC1=O)N(C)C)=O)=O